C1(=CC=C(C=C1)S(=O)(=O)C\C(\CCCl)=C\C\C=C(/CCC=C(C)C)\C)C (3E,6Z)-(1-chloro-7,11-dimethyl-3,6,10-dodecatrien-3-yl)methyl p-tolyl sulfone